8-(8-chloro-2-(pyridin-4-yl)pyrido[3,4-d]pyrimidin-4-yl)-2,8-diazaspiro[4.5]decane-2-carboxylic acid tert-butyl ester C(C)(C)(C)OC(=O)N1CC2(CC1)CCN(CC2)C=2C1=C(N=C(N2)C2=CC=NC=C2)C(=NC=C1)Cl